(S)-3-amino-2-oxetanone p-toluenesulfonic acid salt CC1=CC=C(C=C1)S(=O)(=O)O.C1[C@@H](C(=O)O1)N